N[C@@H](CC(=O)OCC)C=1C=C(C=C(C1F)F)C1=C(C=CC=C1C)C ethyl (S)-3-amino-3-(4,5-difluoro-2',6'-dimethyl-[1,1'-biphenyl]-3-yl)propanoate